1-[1-(2,4-dichlorophenyl)ethyl]piperazine ClC1=C(C=CC(=C1)Cl)C(C)N1CCNCC1